tert-butyl (Z)-(3-(4,4,5,5-tetramethyl-1,3,2-dioxaborolan-2-yl)allyl)carbamate CC1(OB(OC1(C)C)\C=C/CNC(OC(C)(C)C)=O)C